OC1CCN(CC1)C(CN1C(=NC2=C3CC[C@@H](N(C3=CC=C21)C(=O)OC)C)CCN2C(C=CC=C2)=O)=O methyl (S)-3-(2-(4-hydroxypiperidin-1-yl)-2-oxoethyl)-7-methyl-2-(2-(2-oxopyridin-1(2H)-yl)ethyl)-3,7,8,9-tetrahydro-6H-imidazo[4,5-f]quinoline-6-carboxylate